6-methyl-2-(6-morpholin-4-ylpyridin-3-yl)-N-[(3S)-2-oxo-5-phenyl-1,3-dihydro-1,4-benzodiazepine-3-Yl]imidazo[1,2-b]pyridazine-3-carboxamide CC=1C=CC=2N(N1)C(=C(N2)C=2C=NC(=CC2)N2CCOCC2)C(=O)N[C@@H]2C(NC1=C(C(=N2)C2=CC=CC=C2)C=CC=C1)=O